O[C@@H]1CC2=CC[C@H]3[C@@H]4CC[C@H]([C@@H](/C=C/C)C)[C@]4(CC[C@@H]3[C@]2(CC1)C)C (22E)-3β-hydroxycholane-5(6),22(23)-diene